1-(Benzyloxy)-4-((5-(4-(trifluoromethyl)phenyl)oxazol-2-yl)amino)pyridin-2(1H)-one C(C1=CC=CC=C1)ON1C(C=C(C=C1)NC=1OC(=CN1)C1=CC=C(C=C1)C(F)(F)F)=O